6-chloro-3-((1-(9-methyl-5-morpholino-2-(2,2,3,3-tetrafluorocyclopropyl)imidazo[1,2-c]quinazolin-7-yl)ethyl)amino)picolinic acid ClC1=CC=C(C(=N1)C(=O)O)NC(C)C1=CC(=CC=2C=3N(C(=NC12)N1CCOCC1)C=C(N3)C3C(C3(F)F)(F)F)C